[Na+].O=C(C[C@H](O)[C@H](O)CO)[O-] deoxyribonic acid, sodium salt